[Na+].[Na+].NC(=C(C1=C(C(=CC=C1)S(=O)(=O)[O-])S(=O)(=O)[O-])N)C1=CC=CC=C1 di-amino-stilbenedisulfonate disodium